ClC1=C(C(=CC=C1)C)C1=NN=C(O1)C1=CN=CS1 5-(5-(2-chloro-6-methylphenyl)-1,3,4-oxadiazol-2-yl)thiazole